N1(N=CN=C1)C=C1C(C#N)C=CC=C1 (1H-1,2,4-triazolylmethylene)benzonitrile